[Co].NC(=S)N thiourea cobalt